FC1=C(C(=CC(=C1)OCCN1CC(C1)CF)F)[C@H]1N([C@@H](CC2=C1NC1=CC=CC=C21)C)C[C@@H](CO)CF (S)-3-((1R,3R)-1-(2,6-difluoro-4-(2-(3-(fluoromethyl)azetidin-1-yl)ethoxy)phenyl)-3-methyl-3,4-dihydro-1H-pyrido[3,4-b]indol-2(9H)-yl)-2-(fluoromethyl)propan-1-ol